gadolinium-iron-cobalt [Co].[Fe].[Gd]